1-[4-[[[3-(2-Isopropylphenyl)-4-oxo-thiazolidin-2-ylidene]hydrazono]methyl]phenyl]-6,7-dihydro-4H-pyrano[4,3-c]pyrazole C(C)(C)C1=C(C=CC=C1)N1C(SCC1=O)=NN=CC1=CC=C(C=C1)N1N=CC2=C1CCOC2